N1=CCC(C2=CC=NC=C12)([2H])[2H] [1,7]Naphthyridine-4,4-d2